FC1=C(C=CC=C1)N1C(=NN=C1)C1=CC=CC(=N1)N1CC=2C(=NC(=CC2C1=O)N(C)C(C)C)COC(NC)=O ((2-(6-(4-(2-fluorophenyl)-4H-1,2,4-triazol-3-yl)pyridin-2-yl)-6-(isopropyl(methyl)amino)-1-oxo-2,3-dihydro-1H-pyrrolo[3,4-c]pyridin-4-yl)methyl)(methyl)carbamate